COC1=C(C=C2C(=NC=NC2=C1)C=1C(=NN(C1)C)C1=CC=CC=C1)C1CN(CCO1)C 7-methoxy-4-(1-methyl-3-phenyl-1H-pyrazol-4-yl)-6-(4-methylmorpholin-2-yl)quinazoline